FC1=C(C=CC=C1)C=1C=CC=C2C=NC(=NC12)NC=1C=NC(=CC1)N1CCNCC1 8-(2-fluorophenyl)-N-(6-(piperazin-1-yl)pyridin-3-yl)quinazolin-2-amine